sodium trans-muconate C(\C=C\C=C\C(=O)[O-])(=O)[O-].[Na+].[Na+]